COC1=NC=CC=C1CCCO 3-(2-methoxypyridin-3-yl)propan-1-ol